BrC=1C(=C(C#N)C(=CC1)Cl)N1CCC(CC1)C1=NN=CN1C 3-bromo-6-chloro-2-[4-(4-methyl-1,2,4-triazol-3-yl)piperidin-1-yl]benzonitrile